NC1=C(C(=NN1C(C)C)C(=O)NC=1C(=NC=C(C1)NC(CCC1=CC=C(C=C1)Cl)=O)F)C(=O)N 5-amino-N3-(5-(3-(4-chlorophenyl)propionylamino)-2-fluoropyridin-3-yl)-1-isopropyl-1H-pyrazole-3,4-dicarboxamide